3-Amino-5-(4-methylthiazol-5-yl)picolinonitrile NC=1C(=NC=C(C1)C1=C(N=CS1)C)C#N